2-(trifluoromethyl)pyridine-4-thiol sodium [Na].FC(C1=NC=CC(=C1)S)(F)F